(7-Chloro-1H-benzo[d]imidazol-2-yl)(3-(1-methyl-1H-pyrazol-4-yl)-3,4-dihydroisoquinolin-2(1H)-yl)methanone ClC1=CC=CC2=C1NC(=N2)C(=O)N2CC1=CC=CC=C1CC2C=2C=NN(C2)C